Vinylanisol C(=C)C1=C(C=CC=C1)OC